COC(N[C@H](C(=O)NC=1C(N(C=CC1)CC1=NC2=C(N1)C(=CC=C2)CC(C)(C)C)=O)CC\C=C\C(=O)N(C)C)=O Methyl-(S,E)-(7-(dimethylamino)-1-((1-((7-neopentyl-1H-benzo[d]imidazol-2-yl)methyl)-2-oxo-1,2-dihydropyridin-3-yl)amino)-1,7-dioxohept-5-en-2-yl)carbamat